FC=1C(=CC(=NC1)OC)C1=CC(=NN1)C(=O)N1C2(CC2)C[C@H](CC1)C(=O)NC12COC(C1)(C2)CO (S)-4-(5-(5-fluoro-2-methoxypyridin-4-yl)-1H-pyrazole-3-carbonyl)-N-(1-(hydroxymethyl)-2-oxabicyclo[2.1.1]hexan-4-yl)-4-azaspiro[2.5]octane-7-carboxamide